7-(4-(aminomethyl)phenyl)-3-((1-(4,4-difluoro-3-phenylbutyryl)-4-hydroxypiperidin-4-yl)methyl)imidazo[2,1-f][1,2,4]triazin-4(3H)-one hydrochloride Cl.NCC1=CC=C(C=C1)C1=CN=C2C(N(C=NN21)CC2(CCN(CC2)C(CC(C(F)F)C2=CC=CC=C2)=O)O)=O